C(=O)(O)[C@H](CSC)NC(N[C@H](C(=O)O)CCC(=O)O)=O (S)-2-[3-((R)-1-carboxy-2-methylsulfanyl-ethyl)-ureido]Glutaric acid